2-phenyl-1,3-dimethoxymethylpropane C1(=CC=CC=C1)C(CCOC)CCOC